2-(1-methyl-1H-indol-3-yl)-2-(p-toluidinyl)acetic acid ethyl ester C(C)OC(C(NC1=CC=C(C=C1)C)C1=CN(C2=CC=CC=C12)C)=O